2,7-dichloro-8-fluoro-4-[(3R)-3-methyl-3-tetrahydropyran-2-yloxy-1-piperidyl]pyrido[4,3-d]pyrimidine ClC=1N=C(C2=C(N1)C(=C(N=C2)Cl)F)N2C[C@@](CCC2)(OC2OCCCC2)C